3,5-Dibromosalicylic acid 1-butyl ester C(CCC)OC(C=1C(O)=C(C=C(C1)Br)Br)=O